2-(4-chloro-1-isopropyl-1H-pyrazol-5-yl)-4-(4-(5-methyl-3-(trifluoromethyl)-1H-pyrazol-1-yl)benzyl)-4,5,6,7-tetrahydropyrazolo[1,5-a]pyrimidine ClC=1C=NN(C1C1=NN2C(N(CCC2)CC2=CC=C(C=C2)N2N=C(C=C2C)C(F)(F)F)=C1)C(C)C